ClC(C(=O)OC(C)(C)C1=CC=CC=C1)(Cl)Cl cumyl trichloroacetate